C1OC=2C=C(C[C@H](N)C)C=CC2O1 |r| (±)-3,4-Methylenedioxyamphetamine